N-[cyano-(5-ethynyl-4-isoquinolyl)methyl]-6-[(2S)-3,3-dimethyl-2-[(2,2,2-trifluoroacetyl)amino]butanoyl]-6-azaspiro[3.4]octane-7-carboxamide C(#N)C(NC(=O)C1N(CC2(CCC2)C1)C([C@H](C(C)(C)C)NC(C(F)(F)F)=O)=O)C1=CN=CC2=CC=CC(=C12)C#C